2-(tetrahydrofuran-3-ylmethyl)-1H-imidazole-4-carbonitrile O1CC(CC1)CC=1NC=C(N1)C#N